(S)-1-(4-((4-((2-fluoro-4-((2-(3-methylpiperazin-1-yl)pyridin-4-yl)oxy)phenyl)amino)-7-methoxyquinazolin-6-yl)amino)piperidin-1-yl)prop-2-en-1-one FC1=C(C=CC(=C1)OC1=CC(=NC=C1)N1C[C@@H](NCC1)C)NC1=NC=NC2=CC(=C(C=C12)NC1CCN(CC1)C(C=C)=O)OC